tert-butyl (6-(5-bromo-1H-indol-1-yl)pyridin-3-yl)carbamate BrC=1C=C2C=CN(C2=CC1)C1=CC=C(C=N1)NC(OC(C)(C)C)=O